N(=[N+]=[N-])[C@H](C(=O)N1[C@@H](C[C@H](C1)O)C(=O)N[C@@H](CO)C1=CC=C(C=C1)C1=C(C=NC=C1)C)C(C)C (2S,4R)-1-[(2S)-2-azido-3-methyl-butanoyl]-4-hydroxy-N-[(1R)-2-hydroxy-1-[4-(3-methyl-4-pyridyl)phenyl]ethyl]pyrrolidine-2-carboxamide